(RS)-2-Ethylhexyl 3-((2-(((R)-hex-5-en-2-yl)oxy)-6-methylpyridin-3-yl)thio)propanoate C[C@H](CCC=C)OC1=NC(=CC=C1SCCC(=O)OC[C@@H](CCCC)CC)C |&1:20|